C1(CC\C=C\CCC1)OCC(=O)ON1C(CCC1=O)=O (E)-2,5-dioxopyrrolidin-1-yl 2-(cyclooct-4-en-1-yloxy)acetate